3,4-bis(1-aminoheptyl)-6-hexyl-5-(1-octenyl)cyclohexene NC(CCCCCC)C1C=CC(C(C1C(CCCCCC)N)C=CCCCCCC)CCCCCC